1-[5-(5-chloro-2-methoxypyridin-4-yl)-1H-pyrazole-3-carbonyl]-N-[(1,3-dioxane-4-yl)methyl]piperidine-4-carboxamide ClC=1C(=CC(=NC1)OC)C1=CC(=NN1)C(=O)N1CCC(CC1)C(=O)NCC1OCOCC1